CC(C(=O)O)(C)C1=CC(=CC=C1)C(C=O)C 2-methyl-2-[3-(1-methyl-2-oxo-ethyl)phenyl]propanoic acid